C(=O)(O)CCNCCCC[C@H](N)C(=O)O Nε-carboxyethyllysine